(S)-N-(1-(5-((2,3-dihydro-1H-inden-2-yl)amino)pyridin-2-yl)-2,2,2-trifluoroethyl)-N-methyltetrahydro-2H-thiopyran-4-carboxamide 1,1-dioxide C1C(CC2=CC=CC=C12)NC=1C=CC(=NC1)[C@@H](C(F)(F)F)N(C(=O)C1CCS(CC1)(=O)=O)C